2-[6-amino-5-(3-phenoxyazetidin-1-yl)pyridazin-3-yl]phenol NC1=C(C=C(N=N1)C1=C(C=CC=C1)O)N1CC(C1)OC1=CC=CC=C1